ClC1=NC=C(C(=C1)C1=C(C=NC(=C1)C)C(=O)NC=1SC2=C(N1)CN(C2)C(C2=NC=C(C=C2C)OC(F)(F)F)=O)OC 2'-Chloro-5'-methoxy-6-methyl-N-(5-(3-methyl-5-(trifluoro-methoxy)picolinoyl)-5,6-dihydro-4H-pyrrolo[3,4-d]thiazol-2-yl)-[4,4'-bipyridine]-3-carboxamide